C(CC)OCCO monoethylene glycol monopropyl ether